COC(C1=NC=C(C=C1[N+](=O)[O-])C(F)(F)F)=O 3-nitro-5-(trifluoromethyl)picolinic acid methyl ester